6-((2-(azetidin-1-ylmethyl)-6-fluorobenzyl)amino)-N-(thiazol-4-yl)pyridine-3-sulfonamide N1(CCC1)CC1=C(CNC2=CC=C(C=N2)S(=O)(=O)NC=2N=CSC2)C(=CC=C1)F